2-(2,6-dioxopiperidin-3-yl)-5-(4-hydroxy-1-(4-methoxycyclohexyl)piperidin-4-yl)isoindoline-1,3-dione O=C1NC(CCC1N1C(C2=CC=C(C=C2C1=O)C1(CCN(CC1)C1CCC(CC1)OC)O)=O)=O